FC1(CC(C1)(C)CN1N=C(C(=C1C(=O)N)C(F)(F)F)C1C(C1)F)F 1-((3,3-difluoro-1-methylcyclobutyl)methyl)-3-(2-fluorocyclopropyl)-4-(trifluoromethyl)-1H-pyrazole-5-carboxamide